ClC1=C(C(=CC=C1)C)N1N=CC2=C1COC[C@@H]2NC(=O)C2=NC=C1N2CCCC1 (R)-N-(1-(2-chloro-6-methylphenyl)-1,4,5,7-tetrahydropyrano[3,4-c]pyrazol-4-yl)-5,6,7,8-tetrahydroimidazo[1,5-a]pyridine-3-carboxamide